6-[(dimethylamino)sulfonyl]-2-trifluoromethyl-2H-1-benzopyran-3-carboxylic acid CN(S(=O)(=O)C=1C=CC2=C(C=C(C(O2)C(F)(F)F)C(=O)O)C1)C